1-(2-{2-bromo-4-[(2-dimethylamino-ethyl)-methyl-amino]-anilino}-pyrimidin-4-yl)-1H-indole-3-carboxamide BrC1=C(NC2=NC=CC(=N2)N2C=C(C3=CC=CC=C23)C(=O)N)C=CC(=C1)N(C)CCN(C)C